Benzoic acid 3-butenyl ester C(CC=C)OC(C1=CC=CC=C1)=O